(S)-tert-butyl 3-methyl-6-(2-(3-methyl-3-azabicyclo[3.1.1]heptan-1-yl)benzo[d]thiazol-5-yl)-3,4-dihydropyridine-1(2H)-carboxylate C[C@@H]1CN(C(=CC1)C=1C=CC2=C(N=C(S2)C23CN(CC(C2)C3)C)C1)C(=O)OC(C)(C)C